BrC=1C(=CC2=C(N=CS2)C1)C 5-bromo-6-methyl-1,3-benzothiazole